ClC=1C=C(C=C(C1)Cl)C1=CC=NC=2N1N=C(C2C2=NC=1C(=NC=C(C1)C(F)(F)F)N2C)S(=O)(=N)CC (7-(3,5-dichlorophenyl)-3-(3-methyl-6-(trifluoromethyl)-3H-imidazo[4,5-b]pyridin-2-yl)pyrazolo[1,5-a]pyrimidin-2-yl)(ethyl)(imino)λ6-sulfanone